[N+](=O)([O-])C1=CC=C(C=C1)C1NC2=CC=CC=C2C(N1)=O 2-(4-nitrophenyl)-2,3-dihydro-quinazolin-4(1H)-one